[Pb].C(C1=CC=CC=C1)(=O)O benzoic acid Lead